tert-butyl 4-[(3S)-3-(benzyloxy) pent-4-en-1-yl]-1,4-diazepane-1-carboxylate C(C1=CC=CC=C1)O[C@@H](CCN1CCN(CCC1)C(=O)OC(C)(C)C)C=C